C1N(CCC2=CC=CC=C12)C[C@H](CN1CCOC2=C(C1=O)C=CC(=C2)C(F)(F)F)O 4-[(2R)-3-(3,4-dihydro-1H-isoquinolin-2-yl)-2-hydroxy-propyl]-8-(trifluoromethyl)-2,3-dihydro-1,4-benzoxazepine-5-one